3-methyl-4-((5-(5-methylthiophen-2-yl)-1H-pyrazol-3-yl)amino)phenol CC=1C=C(C=CC1NC1=NNC(=C1)C=1SC(=CC1)C)O